5-nitro-2-(6-pyrazolo[1,5-a]pyridin-3-yl-3,6-dihydro-2H-pyran-4-yl)-6-[3-(trifluoromethyl)-1-bicyclo[1.1.1]pentanyl]pyrimidin-4-amine [N+](=O)([O-])C=1C(=NC(=NC1C12CC(C1)(C2)C(F)(F)F)C=2CCOC(C2)C=2C=NN1C2C=CC=C1)N